CN(C(CCCCCCCC1C(C1)CCCCCCCC)CCCCCCCCC)C N,N-dimethyl-1-(2-octylcyclopropyl)heptadecane-8-amine